CC1=NC=CC2=CC(=CC=C12)C(C)O 1-(1-methylisoquinolin-6-yl)ethan-1-ol